dimethyl-4-((1S,2S)-2-(pyridin-2-yl)cyclopropyl)-2H-[1,4'-bipyridin]-2-one CC=1C(=C(C(N(C1)C1=CC=NC=C1)=O)C)[C@@H]1[C@H](C1)C1=NC=CC=C1